C=C1CN(CCCC1)C(=O)OC(C)(C)C tert-butyl 3-methyleneazepane-1-carboxylate